C(C)(=O)N1CCCC2=CC(=CC=C12)C1=CC=C(C(=O)NCC=2C=NC=CC2)C=C1 4-(1-acetyl-1,2,3,4-tetrahydroquinolin-6-yl)-N-(pyridin-3-ylmethyl)benzamide